N[C@@H](C#N)CC1=CC=C(C=C1)C=1C=CC2=C(N(C(O2)=O)C)C1 (R)-2-amino-3-(4-(3-methyl-2-oxo-2,3-dihydrobenzo[d]oxazol-5-yl)phenyl)propanenitrile